ClC=1C=C(C=CC1F)[C@@H](CO)NC(=O)C1=CN(C=C1)C1=NC(=NC=C1C)NC1=CC2=C(OC(O2)(F)F)C=C1 (S)-N-(1-(3-chloro-4-fluorophenyl)-2-hydroxyethyl)-1-(2-((2,2-difluorobenzo[d][1,3]dioxol-5-yl)amino)-5-methylpyrimidin-4-yl)-1H-pyrrole-3-amide